(S)-N-(3-chlorophenyl)-3-((4-(3-hydroxypyrrolidin-1-yl)-6-(1H-imidazol-1-yl)-1,3,5-triazin-2-yl)amino)-4-methylbenzamide ClC=1C=C(C=CC1)NC(C1=CC(=C(C=C1)C)NC1=NC(=NC(=N1)N1C[C@H](CC1)O)N1C=NC=C1)=O